6-bromo-2-(3-((tert-butyldimethylsilyl)oxy)piperidin-1-yl)-5-chlorothiazolo[4,5-b]pyridine BrC=1C=C2C(=NC1Cl)N=C(S2)N2CC(CCC2)O[Si](C)(C)C(C)(C)C